BrC=1C=C(C=CC1C#N)NC1CC2(C1)CN(CC2)C(=O)OC(C)(C)C tert-butyl 2-((3-bromo-4-cyanophenyl) amino)-6-azaspiro[3.4]Octane-6-carboxylate